L-2-amino-2-hydroxymethyl-1,3-propanediol NC(CO)(CO)CO